1-(p-thienylbenzyl)imidazole S1C(=CC=C1)C1=CC=C(CN2C=NC=C2)C=C1